bicyclodecanedimethanol diacrylate C(C=C)(=O)OCC1(C(CCCCCCCC1)COC(C=C)=O)C1CCCCCCCCC1